2-[1-[(3-Methyloxetan-3-yl)methyl]pyrazol-4-yl]-6,7-dihydro-5H-pyrazolo[5,1-b][1,3]oxazine-3-carboxylic acid CC1(COC1)CN1N=CC(=C1)C1=NN2C(OCCC2)=C1C(=O)O